C[C@@H]1C(NCC[C@@H]1NC1=NC=C(C=2C1=NC=CN2)C2=CC=C(C=C2)C(F)(F)F)=O (3S,4S)-3-methyl-4-((8-(4-(trifluoromethyl)phenyl)pyrido[3,4-b]pyrazin-5-yl)amino)piperidin-2-one